2,6-Dichloro-N,N-dimethylisonicotinamide ClC=1C=C(C(=O)N(C)C)C=C(N1)Cl